methyl-2',3'-dihydrospiro[cyclopropane-1,1'-pyrrolo[2,3-c]quinoline]-2'-one CN1C(C2(C3=C1C=NC=1C=CC=CC31)CC2)=O